ClC1=CC(=C2C(=NNC2=C1Cl)C(C)O)C1=NN(C=C1)C 1-[6,7-dichloro-4-(1-methylpyrazol-3-yl)-1H-indazol-3-yl]ethanol